CC1(NC2=CC(=CC=C2CC1)C=1N(C=CN1)C)C 2,2-dimethyl-7-(1-methyl-1H-imidazol-2-yl)-1,2,3,4-tetrahydroquinoline